C(C)OC([C@H](NC1=CC=C(C=C1)S(=O)(=O)C)CO)=O (2R,3S)-p-methylsulfonylphenyl-serine ethyl ester